[2H]C(N\1CC(OC2(CC2)CCC/C=C/CCCCC(N/C1=N/C(OCC1=CC=CC=C1)=O)=O)=O)([2H])[2H] (Z)-benzyl ((E)-7-trideuteriomethyl-5,10-dioxo-4-oxa-7,9-diazaspiro[2.16]nonadec-15-en-8-ylidene)carbamate